(2-(4-fluorophenyl)-2-oxoethyl)(pent-2-yl)carbamic acid tert-butyl ester C(C)(C)(C)OC(N(C(C)CCC)CC(=O)C1=CC=C(C=C1)F)=O